C(=O)=C1[C@H]2[C@@H]3CC[C@H]([C@@H](CCCC(C)C)C)[C@]3(CC[C@@H]2[C@]2(CC[C@@H](CC2=C1)O)C)C 7-carbonyl-cholesterol